C=1NN=NC1 3,2,4-triazol